(6-chloro-4-(chroman-4-ylsulfonyl)pyridin-2-yl)morpholine ClC1=CC(=CC(=N1)N1CCOCC1)S(=O)(=O)C1CCOC2=CC=CC=C12